NC=1N=NC(=CC1N1CC2CCC(C1)N2C2=CC(=NC=C2)C#CCN(CC(=O)N2CCOCC2)C)C2=C(C=CC=C2)O 2-[3-[4-[3-[3-amino-6-(2-hydroxyphenyl)pyridazin-4-yl]-3,8-diazabicyclo[3.2.1]oct-8-yl]-2-pyridinyl]prop-2-ynyl-methyl-amino]-1-morpholino-ethanone